2-(8-methyl-2,8-diazaspiro[4.5]decan-2-yl)-6-(4,4,5,5-tetramethyl-1,3,2-dioxaborolan-2-yl)-1,3-benzoxazole CN1CCC2(CCN(C2)C=2OC3=C(N2)C=CC(=C3)B3OC(C(O3)(C)C)(C)C)CC1